tert-butyl (5-((4-amino-6-chloro-5-methylpyridazin-3-yl)amino)bicyclo[3.1.1]heptan-1-yl)carbamate NC1=C(N=NC(=C1C)Cl)NC12CCCC(C1)(C2)NC(OC(C)(C)C)=O